S1C(=NC2=C1C=CC=C2)[C@H]2N(CCC1=C2N=CN1)C(=O)C=1C=NN2C1C=C(C=C2)C#N (S)-3-(4-(benzo[d]thiazol-2-yl)-4,5,6,7-tetrahydro-1H-imidazo[4,5-c]pyridine-5-carbonyl)pyrazolo[1,5-a]pyridine-5-carbonitrile